methyl (R)-6-chloro-3-((1-(3,6-dimethyl-4-oxo-3,4-dihydroquinazolin-8-yl)ethyl)amino)picolinate ClC1=CC=C(C(=N1)C(=O)OC)N[C@H](C)C=1C=C(C=C2C(N(C=NC12)C)=O)C